2,3-Dioleoyl-sn-glycerol C(CCCCCCC\C=C/CCCCCCCC)(=O)O[C@H](CO)COC(CCCCCCC\C=C/CCCCCCCC)=O